5-chloro-7-methylpyrido[2,3-d]pyridazin-8(7H)-one ClC=1C2=C(C(N(N1)C)=O)N=CC=C2